ClC=1C=C(OC2=C(C(=O)N)C=CC=C2)C=CC1O 2-(3-chloro-4-hydroxyphenoxy)benzamide